rac-5-{6-[2-(4-Methoxy-2-methyl-indol-1-yl)-ethylamino]-pyrimidin-4-yl}-3-methyl-2,3-dihydro-isoindol-1-one COC1=C2C=C(N(C2=CC=C1)CCNC1=CC(=NC=N1)C=1C=C2[C@H](NC(C2=CC1)=O)C)C |r|